1,2-bis(2-chlorophenylthio)ethane Tri(n-nonyl)cyclohexane-1,2,4-tripropionate C(CCCCCCCC)OC(CCC1C(CC(CC1)CCC(=O)OCCCCCCCCC)CCC(=O)OCCCCCCCCC)=O.ClC1=C(C=CC=C1)SCCSC1=C(C=CC=C1)Cl